ethyl (2S)-2-[[(2S)-3-[4-[bis(1,1,2,2-tetradeuterio-2-hydroxy-ethyl)amino]phenyl]-2-(tert-butoxycarbonylamino)propanoyl]amino]-3-(4-fluorophenyl)propanoate [2H]C(C(O)([2H])[2H])([2H])N(C1=CC=C(C=C1)C[C@@H](C(=O)N[C@H](C(=O)OCC)CC1=CC=C(C=C1)F)NC(=O)OC(C)(C)C)C(C([2H])([2H])O)([2H])[2H]